N-(3-chloro-5-(methylsulfonamido)phenyl)-5-(3-cyano-5-fluoropyridin-2-yl)-1-methyl-1H-pyrrole-3-carboxamide ClC=1C=C(C=C(C1)NS(=O)(=O)C)NC(=O)C1=CN(C(=C1)C1=NC=C(C=C1C#N)F)C